N-(2,6-Dimethyl-4-(6-((trifluoromethyl)thio)-3,4-dihydroisoquinolin-2(1H)-yl)phenyl)-3,3-Dimethylbutanamide CC1=C(C(=CC(=C1)N1CC2=CC=C(C=C2CC1)SC(F)(F)F)C)NC(CC(C)(C)C)=O